methyl-phenol CC1=C(C=CC=C1)O